(1S,3aS)-8-(2,3,3a,4,5,6-hexahydro-1H-phenalen-1-yl)-1-phenyl-1,3,8-triaza-spiro[4.5]decan-4-one [C@@H]1(CC[C@@H]2CCCC3=CC=CC1=C23)N2CCC3(C(NCN3C3=CC=CC=C3)=O)CC2